N-(5-(4-((2s,4r)-1-acetyl-4-((4-chlorophenyl)amino)-2-methyl-1,2,3,4-tetrahydroquinolin-6-yl)benzoylamino)pentyl)-5-(m-tolyl)piperidine-3-carboxamide hydrochloride Cl.C(C)(=O)N1[C@H](C[C@H](C2=CC(=CC=C12)C1=CC=C(C(=O)NCCCCCNC(=O)C2CNCC(C2)C=2C=C(C=CC2)C)C=C1)NC1=CC=C(C=C1)Cl)C